C(C1=CC(OC)=C(O)C=C1)N N-Vanillylamine